NC1=C2N=C(N(C2=NC(=N1)NCCCCC)CC1=CC=C(C=C1)CN1CCC(CC1)N)O 6-amino-9-(4-((4-aminopiperidin-1-yl)methyl)benzyl)-2-(pentylamino)-9H-purin-8-ol